CS(=O)(=O)OCCCCOCC(=O)OC(C)(C)C tert-butyl {4-[(methylsulfonyl)oxy]butoxy}acetate